ClC1=C(C=CC=C1)CC(=O)NC1=CC(=C(C=C1)C1=NN(C(=C1)C(C)(C)O)C)S(N=CN(C)C)(=O)=O 2-(2-chlorophenyl)-N-(3-{[(dimethylamino)methylidene]Sulfamoyl}-4-[5-(2-hydroxypropan-2-yl)-1-methyl-1H-Pyrazol-3-yl]Phenyl)acetamide